benzyl ((1R,2S,3S,4S)-3-cyclopropylbicyclo[2.2.1]heptan-2-yl)carbamate C1(CC1)[C@@H]1[C@H]([C@@H]2CC[C@H]1C2)NC(OCC2=CC=CC=C2)=O